COC=1C(C(=C(C(C1OC)=O)CCCCCCCCCC(=O)[O-])C)=O 10-(4,5-dimethoxy-2-methyl-3,6-dioxocyclohexa-1,4-dien-1-yl)decanoate